4-(2-aminoethyl)piperidine NCCC1CCNCC1